2,6-dichloro-4-acridineamine ClC1=CC2=CC3=CC=C(C=C3N=C2C(=C1)N)Cl